tert-butyl 4-(2-(4-((2-(4-bromophenyl)-6-methoxy-1-oxidobenzo[b]thiophen-3-yl)oxy)phenoxy)ethyl)piperazine-1-carboxylate BrC1=CC=C(C=C1)C1=C(C2=C(S1=O)C=C(C=C2)OC)OC2=CC=C(OCCN1CCN(CC1)C(=O)OC(C)(C)C)C=C2